FC(N1N=C(C(=C1)F)[S@](=O)(N)=NC(NC1=C2C(=NC3=C1CCC3)C(CC2)(C)C)=O)F |o1:8| (S) or (R)-1-(difluoromethyl)-N'-((3,3-dimethyl-1,2,3,5,6,7-hexahydrodicyclopenta[b,e]pyridin-8-yl)carbamoyl)-4-fluoro-1H-pyrazole-3-sulfonimidamide